ClC=1C=C2C(N(C(=NC2=CC1Cl)[C@@H]1CN(CCC1)C(=O)OC(C)(C)C)C)=O tert-butyl (S)-3-(6,7-dichloro-3-methyl-4-oxo-3,4-dihydroquinazolin-2-yl)piperidine-1-carboxylate